dichloromethyl-(methyldimethoxysilane) ClC(Cl)[Si](OC)(OC)C